OCC(C)(C)N1CCC1 N-(1-hydroxy-2-methylpropan-2-yl)azetidine